BrC=1C=C(C=CC2=CC(O)=CC(O)=C2)C=CC1O 3'-bromo-resveratrol